C(C1=CC=CC=C1)O[C@@](CC=C)(C(F)(F)F)C1=NN=C(O1)C1=NC(=C(C=C1NC(OC(C)(C)C)=O)C(F)(F)F)SCCC=C tert-butyl N-[2-[5-[(1R)-1-benzyloxy-1-(trifluoromethyl)but-3-enyl]-1,3,4-oxadiazol-2-yl]-6-but-3-enylsulfanyl-5-(trifluoromethyl)-3-pyridyl]carbamate